NC=1NC2=CC=CC=C2C1 azanyl-indole